BrC=1C=CC(=NC1)S(=O)(=O)NCCO[Si](C)(C)C(C)(C)C 5-bromo-N-[2-[tert-butyl-(dimethyl)silyl]oxyethyl]pyridine-2-sulfonamide